C1(=CC=CC=C1)[Si]1(C(=C(C(=C1C1=CC=CC=C1)C1=CC=CC=C1)C1=CC=CC=C1)C1=CC=CC=C1)C1=CC=CC=C1 1,1,2,3,4,5-hexaphenyl-Silole